10Z,12E,16Z,19Z-pentaenoic acid C(C=CCC)(=O)O